N,N'-bis(4-anilinophenyl)-2,2'-[hexa-1,6-diylbis(sulfanediyl)]diacetamide N(C1=CC=CC=C1)C1=CC=C(C=C1)NC(CSCCCCCCSCC(=O)NC1=CC=C(C=C1)NC1=CC=CC=C1)=O